1-(tert-butyl) 3-methyl 2,2-dimethylazetidine-1,3-dicarboxylate CC1(N(CC1C(=O)OC)C(=O)OC(C)(C)C)C